5-(2-((1,6-naphthyridin-5-yl)thio)acetyl)thiophen N1=CC=CC2=C(N=CC=C12)SCC(=O)C1=CC=CS1